(tert-butoxy (2-((tert-butoxycarbonyl) amino)-2-((methoxymethoxy) methyl)-4-(4-octylphenyl) butoxy) phosphoryl)-3,6,9,12-tetraoxatetradecyl-4-methylbenzenesulfonate C(C)(C)(C)OP(=O)(OCC(CCC1=CC=C(C=C1)CCCCCCCC)(COCOC)NC(=O)OC(C)(C)C)C=1C(=C(C=CC1C)S(=O)(=O)[O-])CCOCCOCCOCCOCC